C(C)(C)(C)OC(=O)N1CCC(=CC1)C1=C(C=C(C(=C1)OC)[N+](=O)[O-])C=1C=NN(C1)C 4-(5-methoxy-2-(1-methyl-1H-pyrazol-4-yl)-4-nitrophenyl)-3,6-dihydropyridine-1(2H)-carboxylic acid tert-butyl ester